(1S,5R)-3-(1,6-dimethyl-1H-pyrazolo[3,4-b]pyridin-4-yl)-5-(trifluoromethyl)-3-azabicyclo[3.1.0]hexane-1-carboxylic acid CN1N=CC=2C1=NC(=CC2N2C[C@@]1(C[C@@]1(C2)C(F)(F)F)C(=O)O)C